CC1(CCCC2=CC=CC=C12)N 1-methyl-1,2,3,4-tetrahydronaphthalen-1-amine